tertbutyl (3R,5R)-3-(3-bromo-5-chloro-2-fluorophenyl)-5-methylpiperazine-1-carboxylate BrC=1C(=C(C=C(C1)Cl)[C@@H]1CN(C[C@H](N1)C)C(=O)OC(C)(C)C)F